tert-butyl 4-[(1S)-1-{[5-(cyclopentyloxy)pyridin-2-yl]carbamoyl}ethyl]-2,2-dimethylpiperazine-1-carboxylate C1(CCCC1)OC=1C=CC(=NC1)NC(=O)[C@H](C)N1CC(N(CC1)C(=O)OC(C)(C)C)(C)C